3-(5-iodo-4-oxobenzo[d][1,2,3]triazin-3(4H)-yl)piperidin-2,6-dione IC1=CC=CC=2N=NN(C(C21)=O)C2C(NC(CC2)=O)=O